C(C)SC1=NC=C(C=N1)CN1CCN(CC1)C=1OC2=C(N1)C=CC(=C2)OC 2-(4-((2-(ethylthio)pyrimidin-5-yl)methyl)piperazin-1-yl)-6-methoxybenzo[d]oxazole